N,N-diethylbenzyl-amine C(C)N(CC)CC1=CC=CC=C1